Cl.ClC=1C=CC(=C(C1)C1=NC=NN2C1=CC(=C2)CN2C(C1C(C1C2=O)(C)C)=O)N2CC1CNCC1C2 3-((4-(5-chloro-2-(hexahydropyrrolo[3,4-c]pyrrol-2(1H)-yl)phenyl)pyrrolo[2,1-f][1,2,4]triazin-6-yl)methyl)-6,6-dimethyl-3-azabicyclo[3.1.0]hexane-2,4-dione hydrochloride